FC1=C(C=CC=C1)C1=NC(=NC=2[C@]3([C@H](CCC12)[C@H](C(C(=C3)C#N)=O)CCC)C)C3=C1C=CC=NC1=CC=C3 (6aR,7R,10aS)-4-(2-fluorophenyl)-10a-methyl-8-oxo-7-propyl-2-(quinolin-5-yl)-5,6,6a,7,8,10a-hexahydrobenzo[h]quinazoline-9-carbonitrile